1-methyl-nitrosourea CN(C(=O)N)N=O